[Si](C)(C)(C(C)(C)C)OCC[N-]SCCC#N N-(2-((tert-Butyldimethylsilyl)oxy)ethyl)-2-cyanoethylthioamide